FC1(CCN(CC1)C1=CC(=CC(=N1)C1=NN=C(O1)C1=C(C=C(C=C1)NS(=O)(=O)CCO)N1CCC2(CC2)CC1)C)F N-(4-(5-(6-(4,4-difluoropiperidin-1-yl)-4-methylpyridin-2-yl)-1,3,4-oxadiazol-2-yl)-3-(6-azaspiro[2.5]oct-6-yl)phenyl)-2-hydroxyethanesulfonamide